Bis(cyclohexylmethyl)(2E,4E,6E,8E,10E,12E,14E)-2,6,11,15-tetramethylhexadecane C1(CCCCC1)CC(C(CCCC(CCCCC(CCCC(C)C)C)C)C)CC1CCCCC1